ClCC(=CCC\C(=C/[Si](=O)[O-])\C)C chlorosilanerate